CS(=O)(=NC)C1=C(N=C2N1C=C(C=C2)C2=NOC(=N2)C(F)(F)F)C methyl(2-methyl-6-(5-(trifluoromethyl)-1,2,4-oxadiazol-3-yl)imidazo[1,2-a]pyridin-3-yl)(methylimino)-λ6-sulfanone